5-(2,4-Diamino-pyrimidin-5-yloxy)-4-isopropyl-2-methoxy-N,N-dimethyl-benzamide NC1=NC=C(C(=N1)N)OC=1C(=CC(=C(C(=O)N(C)C)C1)OC)C(C)C